C(C1=CC=CC=C1)SC1=CC(=C(C=C1F)C=1N=C2N(C=CC(=C2)Cl)C1C[C@H]1CN(CCO1)C(=O)OC)Cl methyl (S)-2-((2-(4-(benzylthio)-2-chloro-5-fluorophenyl)-7-chloroimidazo[1,2-a]pyridin-3-yl)methyl)morpholine-4-carboxylate